CSC1=CC(NC=C1)=O 4-(methylthio)-2-oxo-1,2-dihydropyridine